5-methoxy-4-oxo-3,4-dihydropyrido[3,4-d]pyridazin COC1=NC=CC2=C1C(NN=C2)=O